O=C1N2[C@H](OC13CCN(CC3)C(=O)C3=CC=C(C#N)C=C3)CC[C@H]2C2=CC=CC=C2 4-[(5'S,7a'R)-3'-oxo-5'-phenyltetrahydro-1H,3'H-spiro[piperidine-4,2'-pyrrolo[2,1-b][1,3]oxazole]-1-carbonyl]benzonitrile